(picolinic acid) iridium (iii) [Ir+3].N1=C(C=CC=C1)C(=O)O